FC12CC(C1)(C2)NC(=O)C=2C=CC(=NC2C(F)(F)F)C=2N=NN(C2NC(O[C@H](C)C=2C(=NC=CC2)Cl)=O)C (R)-1-(2-chloropyridin-3-yl)ethyl (4-(5-((3-fluorobicyclo[1.1.1]pentan-1-yl)carbamoyl)-6-(trifluoromethyl)pyridin-2-yl)-1-methyl-1H-1,2,3-triazol-5-yl)carbamate